N1C(=CC=2C=NC=CC21)CNC(CN2C(=NC=C(C2=O)C2=C(N=C(O2)C2=CC(=CC=C2)OC)C(=O)N)C2=CC=CC=C2)=O (1-(2-(((1H-pyrrolo[3,2-c]pyridin-2-yl)methyl)amino)-2-oxoethyl)-6-oxo-2-phenyl-1,6-dihydropyrimidin-5-yl)-2-(3-methoxyphenyl)oxazole-4-carboxamide